3-phenyl-3-(4-morpholinylphenyl)-6-morpholinyl-3H-naphtho[2,1-b]pyran C1(=CC=CC=C1)C1(C=CC2=C(O1)C=C(C1=CC=CC=C12)N1CCOCC1)C1=CC=C(C=C1)N1CCOCC1